[Cl-].ClC=1C=C2CCOC(C2=C(C1)CC[NH3+])C(=O)OCC 2-(6-Chloro-1-(ethoxycarbonyl)isochroman-8-yl)ethan-1-aminium chloride